(4,7-dihydroxy-1-naphthyl)dimethyl-sulfonium trifluoromethanesulfonate FC(S(=O)(=O)[O-])(F)F.OC1=CC=C(C2=CC(=CC=C12)O)[S+](C)C